ClC=1C=C(C=C(C1OC1=NNC(C(=C1)C(C)C)=O)Cl)N1N=C(C(NC1=O)=O)CN1C=NC=C1 2-[3,5-dichloro-4-[(5-isopropyl-6-oxo-1H-pyridazin-3-yl)oxy]phenyl]-6-(imidazol-1-ylmethyl)-4H-1,2,4-triazine-3,5-dione